BrC1=C(C=CC=C1)CCS(=O)(=O)N(C)C 2-(2-bromophenyl)-N,N-dimethylaminosulfonylethane